6-bromo-8-methylimidazo[1,2-a]pyridine BrC=1C=C(C=2N(C1)C=CN2)C